Methanol Sodium [Na].CO